tri(tripropylethyl) phosphate P(=O)(OCC(CCC)(CCC)CCC)(OCC(CCC)(CCC)CCC)OCC(CCC)(CCC)CCC